C(C1=CC=CC=C1)O[C@H]1C[C@](CC1=O)(C(=O)[O-])CC1=CC(=CC=C1)C1=NC=C(C=N1)Br |o1:8,10| (1R*,3S*)-3-(benzyloxy)-1-(3-(5-bromopyrimidin-2-yl)benzyl)-4-oxocyclopentane-1-carboxylate